4-(4-(2,4-difluorophenoxy)piperidin-1-yl)-3-nitrobenzonitrile FC1=C(OC2CCN(CC2)C2=C(C=C(C#N)C=C2)[N+](=O)[O-])C=CC(=C1)F